BrCC1=CC=C(C=C1)C(=O)C1=CC=C(C=C1)Br (4-(bromomethyl)phenyl)(4-bromophenyl)methanone